C1(CC1)CN1C(=CC2=CC=CC=C12)C1=NC2=C(N1CC=1C=NN(C1)COCC[Si](C)(C)C)C(=CC(=C2)C(=O)O)OC 2-(1-(cyclopropylmethyl)-1H-indol-2-yl)-7-methoxy-1-((1-((2-(trimethylsilyl)ethoxy)methyl)-1H-pyrazol-4-yl)methyl)-1H-benzo[d]imidazole-5-carboxylic acid